C(#N)CC(C)(C)C=1N(C2=CC=C(C(=C2C1C1=C(C=C(C(=O)O)C=C1)F)O)F)C1=CC(=C(C=C1)F)F 4-[2-(2-cyano-1,1-dimethyl-ethyl)-1-(3,4-difluorophenyl)-5-fluoro-4-hydroxy-indol-3-yl]-3-fluoro-benzoic acid